phenyl 4-(2-((3,4-dimethylphenyl)sulfonamido)phenyl)piperazine-1-carboxylate CC=1C=C(C=CC1C)S(=O)(=O)NC1=C(C=CC=C1)N1CCN(CC1)C(=O)OC1=CC=CC=C1